(2S,4R)-1-(2-(4-aminopyrrolo[2,1-f][1,2,4]triazin-7-yl)acetyl)-N-(3-chloro-2-fluorobenzyl)-4-fluoropyrrolidine-2-carboxamide NC1=NC=NN2C1=CC=C2CC(=O)N2[C@@H](C[C@H](C2)F)C(=O)NCC2=C(C(=CC=C2)Cl)F